C1(CC1)COC=1C=CC(=NC1)C(C(=O)N)(C)N1C[C@@H](C(CC1)(F)F)C1=CN(C(C=C1)=O)C (5-(cyclopropylmethoxy)pyridin-2-yl)-2-((s)-4,4-difluoro-3-(1-methyl-6-oxo-1,6-dihydropyridin-3-yl)piperidin-1-yl)propanamide